1-(3-(4-(4-((4-([1,2,4]triazolo[1,5-a]pyridin-7-yloxy)-3-methylphenyl)amino)pyrrolo[2,1-f][1,2,4]triazin-5-yl)-1H-pyrazol-1-yl)azetidin-1-yl)-2-fluoroprop-2-en-1-one N=1C=NN2C1C=C(C=C2)OC2=C(C=C(C=C2)NC2=NC=NN1C2=C(C=C1)C=1C=NN(C1)C1CN(C1)C(C(=C)F)=O)C